(R)-9-(1-((3,5-difluorophenyl)amino)ethyl)-2-morpholino-4-oxo-4H-pyrido[1,2-a]pyrimidine-7-carboxylic acid FC=1C=C(C=C(C1)F)N[C@H](C)C1=CC(=CN2C1=NC(=CC2=O)N2CCOCC2)C(=O)O